(6S)-6-[2-Chloro-3-(3-cyclopropyl-isoxazol-5-yl)phenyl]-3-[(1S*,3S*)-4,4-difluoro-3-hydroxycyclohexyl]-2-imino-6-methylhexahydro-pyrimidin-4-one hydrochloride Cl.ClC1=C(C=CC=C1C1=CC(=NO1)C1CC1)[C@@]1(CC(N(C(N1)=N)[C@@H]1C[C@@H](C(CC1)(F)F)O)=O)C |o1:23,25|